NCC=1C=C(C(=NC1)F)NC1C(NC(CC1)=O)=O 3-((5-(Aminomethyl)-2-fluoropyridin-3-yl)amino)piperidine-2,6-dione